5-(4-fluorophenyl)-3-(1-(2-(4-methoxyphenoxy)ethyl)-1H-benzo[d]imidazol-2-yl)isoxazole FC1=CC=C(C=C1)C1=CC(=NO1)C1=NC2=C(N1CCOC1=CC=C(C=C1)OC)C=CC=C2